N-[(3S)-9-fluoro-2-oxo-5-phenyl-1,3-dihydro-1,4-benzodiazepine-3-Yl]-2-(2-fluorophenyl)-5-[(1R,4R)-5-methyl-2,5-diazabicyclo[2.2.1]heptane-2-yl]pyrazolo[1,5-a]pyrimidine-3-carboxamide FC1=CC=CC=2C(=N[C@@H](C(NC21)=O)NC(=O)C=2C(=NN1C2N=C(C=C1)N1[C@H]2CN([C@@H](C1)C2)C)C2=C(C=CC=C2)F)C2=CC=CC=C2